C(C=C)OC=1C=CC(=C(C1)NCCC(=O)O)C 3-((5-(allyloxy)-2-methylphenyl)amino)propionic acid